FC1([C@@H]([C@H](CCC1)O[C@@H]1[C@@H](CNCC1)F)NC(CC=1C(=C(C=CC1)C1=CC(=CC(=C1)F)F)F)=O)F N-((1R,6S)-2,2-difluoro-6-(((3R,4S)-3-fluoropiperidin-4-yl)oxy)cyclohexyl)-2-(2,3',5'-trifluoro-[1,1'-biphenyl]-3-yl)acetamide